CN1C=C(C=C(C1=O)C)C1=CC2=C(N(C(N2C)=O)CC2=CC(=CC(=C2)OC)F)C=C1 5-(1,5-dimethyl-6-oxo-1,6-dihydropyridin-3-yl)-1-(3-fluoro-5-methoxybenzyl)-3-methyl-1,3-dihydro-2H-benzo[d]imidazol-2-one